4-(piperazine-1-carbonyl)benzoic acid [3-(3-ethyl-4-oxo-spiro[6,8-dihydro-5H-pyrazolo[4,3-c]azepin-7,4'-tetrahydropyran]-1-yl)-2,2-dimethyl-propyl] ester C(C)C1=NN(C2=C1C(NCC1(CCOCC1)C2)=O)CC(COC(C2=CC=C(C=C2)C(=O)N2CCNCC2)=O)(C)C